(R)-3-((S)-1-((S)-4-benzyl-2-oxooxazolidin-3-yl)-3-(3-(benzyloxy)phenyl)-1-oxopropan-2-yl)pyrrolidine-1-carboxylic acid tert-butyl ester C(C)(C)(C)OC(=O)N1C[C@H](CC1)[C@@H](C(=O)N1C(OC[C@@H]1CC1=CC=CC=C1)=O)CC1=CC(=CC=C1)OCC1=CC=CC=C1